(S)-N-((1S,2S)-2-(benzyloxy)-1-(3-ethoxyphenyl)propyl)-2-methylpropane-2-sulfinamide C(C1=CC=CC=C1)O[C@H]([C@H](C1=CC(=CC=C1)OCC)N[S@@](=O)C(C)(C)C)C